ClC1=CC(=C2C(=NNC2=C1Cl)C=1C=NNC1)OCC#N 2-[[6,7-dichloro-3-(1H-pyrazol-4-yl)-1H-indazol-4-yl]oxy]acetonitrile